ethyl 3-(methoxymethylene)-1-methylcyclobutane-1-carboxylate COC=C1CC(C1)(C(=O)OCC)C